(S)-ethyl 8-(2-amino-6-((R)-2,2,2-trifluoro-1-(4'-methoxy-3-(3-methyl-1H-pyrazol-1-yl)-[1,1'-biphenyl]-4-yl)ethoxy)pyrimidin-4-yl)-2,8-diazaspiro[4.5]decane-3-carboxylate NC1=NC(=CC(=N1)N1CCC2(C[C@H](NC2)C(=O)OCC)CC1)O[C@@H](C(F)(F)F)C1=C(C=C(C=C1)C1=CC=C(C=C1)OC)N1N=C(C=C1)C